5-(4-((4'-chloro-[1,1'-biphenyl]-3-yl)methyl)piperazine-1-carbonyl)-2-(2,6-dioxopiperidin-3-yl)isoindoline-1,3-dione ClC1=CC=C(C=C1)C1=CC(=CC=C1)CN1CCN(CC1)C(=O)C=1C=C2C(N(C(C2=CC1)=O)C1C(NC(CC1)=O)=O)=O